CN(C1CN(C1)C1=CC=C(C=N1)N1C=C(C(C2=CC=CC=C12)=O)C(=O)O)C 1-(6-(3-(dimethyl-amino)azetidin-1-yl)pyridin-3-yl)-4-oxo-1,4-dihydro-quinoline-3-carboxylic acid